BrC1=NN(C2=NC(=NC(=C21)NCC2=CC=C(C=C2)S(=O)(=O)N)SCC)C 4-((3-Bromo-6-(ethylsulfanyl)-1-methyl-1H-pyrazolo[3,4-d]pyrimidin-4-yl)aminomethyl)-benzenesulfonamide